lithium tri-tert-butoxyaluminohydride C(C)(C)(C)O[AlH-](OC(C)(C)C)OC(C)(C)C.[Li+]